3-chloro-2-(2-chloroethoxy)-5-(5-formyl-1H-indol-1-yl)benzonitrile ClC=1C(=C(C#N)C=C(C1)N1C=CC2=CC(=CC=C12)C=O)OCCCl